4-(1-(4-methoxybenzyl)-1H-pyrazolo[3,4-b]pyridin-6-yl)-3,6-dihydropyridine-1(2H)-carboxylic acid tert-butyl ester C(C)(C)(C)OC(=O)N1CCC(=CC1)C1=CC=C2C(=N1)N(N=C2)CC2=CC=C(C=C2)OC